CC1(CC1)N1C(NC(CC1=O)=O)=O (1-methylcyclopropyl)pyrimidine-2,4,6(1h,3h,5h)-trione